S(CC(=O)O)CC(=O)O 2,2'-thiodiacetic acid